(S)-3-(5-bromo-2-(2-(1-methoxyethyl)-5-(4,4,5,5-tetramethyl-1,3,2-dioxaborolan-2-yl)pyridin-3-yl)-1-(2,2,2-trifluoroethyl)-1H-indol-3-yl)-2,2-dimethylpropan-1-ol BrC=1C=C2C(=C(N(C2=CC1)CC(F)(F)F)C=1C(=NC=C(C1)B1OC(C(O1)(C)C)(C)C)[C@H](C)OC)CC(CO)(C)C